BrC(C)C1=NC=C(C(=C1)OC(F)F)F 2-(1-Bromoethyl)-4-(difluoromethoxy)-5-fluoropyridine